1-(3-((1-(3-oxabicyclo[3.1.0]hex-6-yl)-5-methyl-4-nitro-1H-pyrazol-3-yl)oxy)propyl)-3,6-dichloro-1H-pyrazolo[3,4-d]pyrimidine C12COCC2C1N1N=C(C(=C1C)[N+](=O)[O-])OCCCN1N=C(C=2C1=NC(=NC2)Cl)Cl